FC(C=1N=C2SC(=NN2C1CN1C(N[C@@H](C1)CCC)=O)COC)F (4R)-1-[[6-(difluoromethyl)-2-(methoxymethyl)imidazo[2,1-b][1,3,4]thiadiazol-5-yl]methyl]-4-propyl-imidazolidin-2-one